Diethyl ((6-((tert-butyldimethylsilyl)oxy)quinolin-2-yl)methyl)phosphonate [Si](C)(C)(C(C)(C)C)OC=1C=C2C=CC(=NC2=CC1)CP(OCC)(OCC)=O